isopropenoate C(C(=O)[O-])=C